O[C@H]1C2CCC(C1)N2CC(=O)C2=C(N(C(=C2)CCCCSC)C2=CC=C(C#N)C=C2)C (+-)-4-(3-(2-((2R)-2-hydroxy-7-azabicyclo[2.2.1]heptan-7-yl)acetyl)-2-methyl-5-(4-(methylthio)butyl)-1H-pyrrol-1-yl)benzonitrile